NC=1C2=C(N=CN1)N(C=C2C(=O)NC2=CC(=C(C=C2)COC)F)C(CF)(C)C 4-amino-7-(1-fluoro-2-methylpropan-2-yl)-N-(3-fluoro-4-(methoxymethyl)phenyl)-7H-pyrrolo[2,3-d]pyrimidine-5-carboxamide